C(C)ONC(C1=CN=C(C=C1NC1=C(C(=CC=C1)C1=NC=C(C=N1)C)OC)NC1=NC(=NC=C1)C)=O N-ethoxy-4-((2-methoxy-3-(5-methyl-pyrimidin-2-yl)phenyl)amino)-6-((2-methyl-pyrimidin-4-yl)amino)nicotinamide